C=C1OCOCCC1 4-Methylen-1,3-Dioxepan